rac-N-((1R,2R)-2-((tert-butyldimethylsilyl)oxy)cyclohexyl)-3-chloro-4-(trifluoromethyl)aniline [Si](C)(C)(C(C)(C)C)O[C@H]1[C@@H](CCCC1)NC1=CC(=C(C=C1)C(F)(F)F)Cl |r|